2-fluoro-5-[tetrahydropyran-2-yloxy-(4,6,7-trifluoro-1-triisopropylsilyl-indol-5-yl)methyl]benzamidine FC1=C(C(=N)N)C=C(C=C1)C(C=1C(=C2C=CN(C2=C(C1F)F)[Si](C(C)C)(C(C)C)C(C)C)F)OC1OCCCC1